C1(CC1)C1=CC=C(C=C1)CCC(=O)O 3-(4-cyclopropylphenyl)propanoic acid